N-[1-(5-fluoropyridin-2-yl)piperidin-4-yl]-4-(furo[3,2-c]pyridin-4-yl)benzamide FC=1C=CC(=NC1)N1CCC(CC1)NC(C1=CC=C(C=C1)C1=NC=CC2=C1C=CO2)=O